C1(CC1)C(C(=O)N1CCN(CC1)C1CCC2=CC=CC=C12)N1N=C(C2=C1CCC2)C(=O)N2C[C@@H](O[C@@H](C2)C)C Cyclopropyl-1-(4-(2,3-dihydro-1H-inden-1-yl)piperazin-1-yl)-2-(3-((2S,6R)-2,6-dimethylmorpholin-4-carbonyl)-5,6-dihydrocyclopenta[c]pyrazol-1(4H)-yl)ethan-1-on